CN(C)CC1=C(N=C(S1)C(=O)N1C=CC2=C(C=CC=C12)C=1C=C(C=CC1)C=1N=C(SC1CN(C)CCO)C(=O)N)C (3-(1-(5-((dimethylamino)methyl)-4-methylthiazole-2-carbonyl)indol-4-yl)phenyl)-5-(((2-hydroxyethyl)(methyl)amino)methyl)thiazole-2-carboxamide